N-(1'-(6-(1,1-Difluoroethyl)pyridin-2-yl)-1',2'-dihydrospiro[piperidine-4,3'-pyrrolo[3,2-c]pyridin]-6'-yl)acetamide FC(C)(F)C1=CC=CC(=N1)N1CC2(C=3C=NC(=CC31)NC(C)=O)CCNCC2